C1(CC1)CN(C1=CC(N(C=2C=CC(=NC12)C#N)C)=O)C=1C=C(C=CC1)C1=CC=C(C=C1)C 8-((cyclopropylmethyl)(4'-methyl-[1,1'-biphenyl]-3-yl)amino)-5-methyl-6-oxo-5,6-dihydro-1,5-naphthyridine-2-carbonitrile